BrC1=C(C=CC(=C1C(F)(F)F)F)CC(=O)O 2-bromo-4-fluoro-3-(trifluoromethyl)-phenylacetic acid